2-((1-(5-(4-fluorophenyl)-1,2,4-oxadiazol-3-yl)ethyl)carbamoyl)-4-methoxypyridin-3-yl acetate C(C)(=O)OC=1C(=NC=CC1OC)C(NC(C)C1=NOC(=N1)C1=CC=C(C=C1)F)=O